C1=CC(=CC=2OC3=C(C21)C=CC=C3)C3=CC=C(C=C3)NC3=CC=C(C=C3)C3=CC=CC=C3 N-[4-(3-dibenzofuranyl)phenyl][1,1'-biphenyl]-4-amine